FC1=CC(=C(C=C1)C=1CCCC2=C(C1C1=C(C=C(C=C1)CC1CN(C1)CCCF)F)C=CC(=C2)C(=O)O)C 8-(4-fluoro-2-methylphenyl)-9-(2-fluoro-4-((1-(3-fluoropropyl)azetidin-3-yl)methyl)phenyl)-6,7-dihydro-5H-benzo[7]annulene-3-carboxylic acid